((((9H-fluoren-9-yl) methoxy) carbonyl) amino)-3-iodopropionate C1=CC=CC=2C3=CC=CC=C3C(C12)COC(=O)NC(C(=O)[O-])CI